C(C)(C)(C)OC(=O)N1C[C@H]2C([C@H]2C1)C(=O)N1C(CCC1)(C)C tert-butyl-(1R,5S,6r)-6-(2,2-dimethylpyrrolidine-1-carbonyl)-3-azabicyclo[3.1.0]hexane-3-carboxylate